Cl.COC1=C(C=C(C(=C1)SCC)OC)CCN 2-[2,5-Dimethoxy-4-(ethylthio)phenyl]ethanamine, hydrochloride